6-Chloro-4-((5-ethyl-7-methyl-4-oxo-4,5-dihydrothieno[2,3-d]pyridazin-3-yl)amino)-N-(methyl-d3)nicotinamide ClC1=NC=C(C(=O)NC([2H])([2H])[2H])C(=C1)NC1=CSC=2C(=NN(C(C21)=O)CC)C